(chloro(1-naphthoxy)phosphoryl)-L-alanine benzyl ester C(C1=CC=CC=C1)OC([C@@H](NP(=O)(OC1=CC=CC2=CC=CC=C12)Cl)C)=O